tert-butyl 9-(2,2-dimethyl-1,3-dioxan-5-yl)-3,9-diazaspiro[5.5]undecane-3-carboxylate CC1(OCC(CO1)N1CCC2(CCN(CC2)C(=O)OC(C)(C)C)CC1)C